(2R,3R)-2-(2-chlorophenyl)-1-{2-[4-(difluoromethoxy)benzenesulfonyl]-2H,4H,5H,6H-pyrrolo[3,4-c]pyrazol-5-yl}-3-hydroxybutan-1-one ClC1=C(C=CC=C1)[C@@H](C(=O)N1CC2=NN(C=C2C1)S(=O)(=O)C1=CC=C(C=C1)OC(F)F)[C@@H](C)O